fluorobutylketone FCCCCC(=O)CCCCF